1-(3,3-difluorocyclobutyl)ethylamine hydrochloride Cl.FC1(CC(C1)C(C)N)F